pyrrol-1-amine N1(C=CC=C1)N